C(C)(C)(C)C1=CC=2N(N=C1OCC1=NC=C(C(=O)NC(CCC)CO)C=C1)C(=NN2)C2=NOC(=C2)C 6-[7-tert-butyl-3-(5-methylisoxazol-3-yl)-[1,2,4]triazolo[4,3-b]pyridazin-6-yloxymethyl]-N-(1-hydroxymethyl-butyl)-nicotinamide